FC(C1=CC=C(C=C1)C(F)(F)F)(F)F 1,4-bis(trifluoromethyl)benzene